fluorene zirconium dichloride [Cl-].[Cl-].[Zr+2].C1=CC=CC=2C3=CC=CC=C3CC12